tert-butyl N-[2-methoxy-4-(methylcarbamoyl)phenyl]-N-prop-2-ynyl-carbamate COC1=C(C=CC(=C1)C(NC)=O)N(C(OC(C)(C)C)=O)CC#C